Cetylacetat C(CCCCCCCCCCCCCCC)CC(=O)[O-]